(S)-1-((2-(4,4-difluoropiperidin-1-yl)-6-methoxy-7-(3-(pyrrolidin-1-yl)propoxy)quinazolin-4-yl)amino)-2,2,2-trifluoroethan-1-ol FC1(CCN(CC1)C1=NC2=CC(=C(C=C2C(=N1)N[C@H](C(F)(F)F)O)OC)OCCCN1CCCC1)F